3-(benzyloxy)-2-fluorobenzonitrile C(C1=CC=CC=C1)OC=1C(=C(C#N)C=CC1)F